C(C)S(=O)(=O)N[C@@H]1[C@@H](N(CC1(F)F)C(=O)OC(C)(C)C)CC=1C(=C(C=CC1)C1=CC(=CC(=C1)F)F)F tert-butyl (2S,3R)-3-(ethylsulfonamido)-4,4-difluoro-2-((2,3',5'-trifluoro-[1,1'-biphenyl]-3-yl)methyl)pyrrolidine-1-carboxylate